ClC=1C=NC(=NC1)N1CCC(CC1)CCCOC1=CC(=C(C(=C1)F)CC(=O)N1CC(C1)C=CC(=O)NCC(CO)(CO)O)F 3-[1-[2-[4-[3-[1-(5-chloropyrimidin-2-yl)-4-piperidyl]propoxy]-2,6-difluoro-phenyl]acetyl]azetidin-3-yl]-N-[2,3-dihydroxy-2-(hydroxymethyl)propyl]propenamide